(1-imidazolyl) borate B(ON1C=NC=C1)([O-])[O-]